C12(CCC(CC1)C2)NC(=O)[O-] bicyclo[2.2.1]heptanecarbamate